CN(C)CCOCCN(C)C bis[2-(N,N-dimethylamino)-ethyl] ether